[3-[[6-(2,4-Di-tert-butoxypyrimidin-5-yl)furo[2,3-d]pyrimidin-4-yl]amino]-2,2-difluoro-propyl] N-isopropylcarbamate C(C)(C)NC(OCC(CNC=1C2=C(N=CN1)OC(=C2)C=2C(=NC(=NC2)OC(C)(C)C)OC(C)(C)C)(F)F)=O